BrC=1C=C(C=NC1)CC(=O)NC1=CC=C(N=N1)CCCCN1N=NC(=C1)C(=O)NC 1-(4-{6-[2-(5-bromopyridin-3-yl)acetamido]pyridazin-3-yl}butyl)-N-methyl-1H-1,2,3-triazole-4-carboxamide